4,4'-Bis(11-(acryloyloxy)undecyloxy)azobenzene C(C=C)(=O)OCCCCCCCCCCCOC1=CC=C(C=C1)N=NC1=CC=C(C=C1)OCCCCCCCCCCCOC(C=C)=O